(8-((2,3-dichlorophenyl)thio)imidazo[1,2-c]pyrimidin-5-yl)-4-methylpiperidin-4-amine ClC1=C(C=CC=C1Cl)SC=1C=2N(C(=NC1)N1CCC(CC1)(N)C)C=CN2